Cl.NC1=NC(=CC(=N1)C1=CCC2(CC(NC2)C(=O)O)CC1)O[C@@H](C(F)(F)F)C1=C(C=C(C=C1)Cl)C=1CCCOC1 8-(2-amino-6-((R)-1-(4-chloro-2-(3,4-dihydro-2H-pyran-5-yl)phenyl)-2,2,2-trifluoroethoxy)pyrimidine-4-yl)-2-azaspiro[4.5]dec-7-ene-3-carboxylic acid hydrochloride